[Fe].[Li].[Fe] iron-lithium-iron